2-(2-(6-(naphthalen-2-yl)imidazo[2,1-b]oxazol-5-yl)-2-oxoethyl)isoindoline-1,3-dione C1=C(C=CC2=CC=CC=C12)C=1N=C2OC=CN2C1C(CN1C(C2=CC=CC=C2C1=O)=O)=O